COC1=C2C(NC(=NC2=CC(=C1)OC)C1=CC(=C(OCCC(C(=O)N)(C)C)C(=C1)C)C)=O 2-{2-[4-(5,7-dimethoxy-4-oxo-3,4-dihydroquinazolin-2-yl)-2,6-dimethylphenoxy]ethyl}-2-methylpropanamide